N-(4-(4-amino-3-(4-((5-chloro-4-methylpyrimidin-2-yl)oxy)-3-fluorophenyl)-7-cyano-1-methyl-1H-pyrrolo[3,2-c]pyridin-2-yl)-3-chlorophenyl)methacrylamide NC1=NC=C(C2=C1C(=C(N2C)C2=C(C=C(C=C2)NC(C(=C)C)=O)Cl)C2=CC(=C(C=C2)OC2=NC=C(C(=N2)C)Cl)F)C#N